(S)-N2-ethyl-5-(5-fluoro-1H-benzo[d]imidazol-2-yl)-N4-(piperidin-3-yl)pyrimidine-2,4-diamine C(C)NC1=NC=C(C(=N1)N[C@@H]1CNCCC1)C1=NC2=C(N1)C=CC(=C2)F